C(C)OC(=O)C1=C(N=C(S1)NC1=NC(=CC(=N1)N1CCOCC1)N1CCC(CC1)C(C)(O)C)C 2-[[4-[4-morpholinyl]-6-[4-[1-methyl-1-hydroxyethyl]-1-piperidinyl]-2-pyrimidinyl]amino]-4-methyl-5-thiazolecarboxylic acid ethyl ester